cbz-L-threonine C(=O)(OCC1=CC=CC=C1)N[C@@H]([C@H](O)C)C(=O)O